BrC1=CC=C(C(=N1)NC(=O)[C@H]1NC2CC2(C1)CN1CC2C(C1)CCC2)C (3S)-N-(6-bromo-3-methylpyridin-2-yl)-5-((hexahydrocyclopenta[c]pyrrol-2(1H)-yl)methyl)-2-azabicyclo[3.1.0]hexane-3-carboxamide